6-(Azidomethyl)nicotinonitrile N(=[N+]=[N-])CC1=NC=C(C#N)C=C1